N-(6-((1H-pyrazol-1-yl)methyl)-4-methoxybenzo[d]isoxazol-3-yl)-6-methoxy-2H-spiro[benzofuran-3,1'-cyclopropane]-5-sulfonamide N1(N=CC=C1)CC1=CC2=C(C(=NO2)NS(=O)(=O)C=2C(=CC3=C(C2)C2(CC2)CO3)OC)C(=C1)OC